COC1=CC(=C(C=C1OC)NC(=O)C=1OC2=CC=CC=C2C(C1)=O)C(NC1=CC=C(C=C1)CCN(CCN1CCOCC1)CC=1C=C2C=NN(C2=CC1)C)=O N-(4,5-Dimethoxy-2-((4-(2-(((1-methyl-1H-indazol-5-yl)methyl)(2-morpholinoethyl)amino)ethyl)phenyl)carbamoyl)phenyl)-4-oxo-4H-chromene-2-carboxamide